pyrrolidine-3,4-dicarboxylate N1CC(C(C1)C(=O)[O-])C(=O)[O-]